N-hydroxy-N-[rac-(3S)-1-[rac-(2R)-2-[[4-(2-chloro-4-fluoro-phenyl)-7-quinolyl]oxy]propanoyl]-3-piperidyl]acetamide ON(C(C)=O)[C@@H]1CN(CCC1)C([C@@H](C)OC1=CC=C2C(=CC=NC2=C1)C1=C(C=C(C=C1)F)Cl)=O |r|